NC(C1=CC=CC=C1)C1=C(C=CC=C1)O (aminophenylmethyl)phenol